4-(2,6-dimethylphenoxy)-3-(4,4,5,5-tetramethyl-1,3,2-dioxaborolan-2-yl)aniline CC1=C(OC2=C(C=C(N)C=C2)B2OC(C(O2)(C)C)(C)C)C(=CC=C1)C